1-(3-Acetyl-6-amino-2-pyridinyl)-5-methyl-pyrazole-3-carbonitrile C(C)(=O)C=1C(=NC(=CC1)N)N1N=C(C=C1C)C#N